4-(2-((2-Amino-4,5,6,7-tetrahydrobenzo[d]thiazol-6-yl)(propyl)amino)ethyl)piperidine NC=1SC2=C(N1)CCC(C2)N(CCC2CCNCC2)CCC